C(C)(C)(C)C1N(CC=C(C1)C1=C(C=C(C=C1)Cl)F)C(=O)OC1CCN(CC1)C1=CC(=NC=C1C#CC=1C=NN(C1C1CC1)C)Cl 1-(2-chloro-5-((5-cyclopropyl-1-methyl-1H-pyrazol-4-yl)ethynyl)pyridin-4-yl)piperidin-4-ol Tert-butyl-4-(4-chloro-2-fluoro-phenyl)-3,6-dihydro-2H-pyridine-1-carboxylate